Cl.FC=1C=CC(=C(C(=O)N(C(C)C)C(C)C)C1)OC=1C(=NC=NC1)N1CC2(C1)CCN(CC2)CC=2CCNCC2 5-fluoro-N,N-diisopropyl-2-((4-(7-((1,2,3,6-tetrahydropyridin-4-yl)methyl)-2,7-diazaspiro[3.5]nonan-2-yl)pyrimidin-5-yl)oxy)benzamide hydrochloride